Methyldiethanolamin CN(CCO)CCO